2,6-dimethoxycinnamic acid COC1=C(C=CC(=O)O)C(=CC=C1)OC